8-(3-methoxy-1-(tetrahydro-2H-pyran-2-yl)-1H-pyrazolo[3,4-b]pyrazin-6-yl)-2-(2-methyl-6-(trifluoromethyl)pyrimidin-4-yl)-2,8-diazaspiro[4.5]decane COC1=NN(C2=NC(=CN=C21)N2CCC1(CCN(C1)C1=NC(=NC(=C1)C(F)(F)F)C)CC2)C2OCCCC2